N-(piperidin-4-yl)-6-[4-(1H-pyrazol-4-yl)-1,3-benzothiazol-7-yl]pyridazin-3-amine N1CCC(CC1)NC=1N=NC(=CC1)C1=CC=C(C=2N=CSC21)C=2C=NNC2